1-((1-propenoylazetidin-3-yl)methyl)-7-chloro-6-(3-chloro-2-fluoro-6-hydroxyphenyl)-4-(2-isopropyl-6-methylphenyl)-1,4-dihydroquinoxaline-2,3-dione C(C=C)(=O)N1CC(C1)CN1C(C(N(C2=CC(=C(C=C12)Cl)C1=C(C(=CC=C1O)Cl)F)C1=C(C=CC=C1C)C(C)C)=O)=O